6-bromo-7-chloro-1,7a-diazaindene BrC=1C=CC2=CC=NN2C1Cl